ClCC(=O)NC1=C(C=CC(=C1)OC)C(F)(F)F 2-chloro-N-(5-methoxy-2-(trifluoromethyl)phenyl)acetamide